C(C)S(=O)(=O)[O-].[Bi+3].C(C)S(=O)(=O)[O-].C(C)S(=O)(=O)[O-] bismuth ethanesulfonate